5-Methoxy-2'-(5-(pyridin-2-yl)-1H-imidazol-2-yl)-3,4'-bipyridine trifluoroacetate salt FC(C(=O)O)(F)F.COC=1C=C(C=NC1)C1=CC(=NC=C1)C=1NC(=CN1)C1=NC=CC=C1